oct-6-en-3-one O-methyloxime CON=C(CC)CCC=CC